Calcium cyanid [C-]#N.[Ca+2].[C-]#N